2-(2,3-Dihydrobenzo[b][1,4]dioxin-2-yl-7-d)-4,5-dihydro-1H-imidazole O1C2=C(OCC1C=1NCCN1)C=CC(=C2)[2H]